C(C1=CC=CC=C1)(=O)ON=C(C(=O)C1=CC=C(C=C1)SC1=CC=CC=C1)CCCCCC 1-[4-(phenylthio)phenyl]-octane-1,2-dione 2-(O-benzoyloxime)